C(C)(=O)NC=1C=C(C=CC1C(NC=1SC(=C(N1)C)[N+](=O)[O-])=O)NCCCC(=O)O 4-((3-acetamido-4-((4-methyl-5-nitrothiazol-2-yl)carbamoyl)phenyl)amino)butanoic acid